Ethyl 4-{[(1S)-2-hydroxy-1-(pyridin-3-ylmethyl)ethyl]amino}-2-{[3-fluoro-4-(methylsulfonyl)phenyl]amino}pyrimidine-5-carboxylate OC[C@H](CC=1C=NC=CC1)NC1=NC(=NC=C1C(=O)OCC)NC1=CC(=C(C=C1)S(=O)(=O)C)F